4-methyl-yl-N-((3-methylpyrazin-2-yl)methyl)thiazole-2-carboxamide C=C1N=C(SC1)C(=O)NCC1=NC=CN=C1C